BrC1=CC=CC(=N1)C1=NOC(=C1)[C@]1(C(N(C(C1([2H])[2H])([2H])[2H])C)=O)O (R)-3-(3-(6-bromopyridin-2-yl)isoxazol-5-yl)-3-hydroxy-1-methylpyrrolidin-2-one-4,4,5,5-d4